4-hydroxy-2,6-dimethylbenzyl alcohol OC1=CC(=C(CO)C(=C1)C)C